2,3,3-trimethylocta-1,7-dien-4-one oxime CC(=C)C(C(CCC=C)=NO)(C)C